C(C1=CC=CC=C1)OC(=O)NCCCCC1=CC=C(C=C1)C1=CC=C(C=C1)CCC(=O)N[C@@H](CCCCNC(OC(C)(C)C)=O)C1=NN=NN1 tert-butyl (S)-(5-(3-(4'-(4-(((benzyloxy)carbonyl)amino)butyl)-[1,1'-biphenyl]-4-yl)propanamido)-5-(1H-tetrazol-5-yl)pentyl)carbamate